1-methyl-7-[4-(3-morpholinopropoxy)phenoxy]indazole-5-carboxamide CN1N=CC2=CC(=CC(=C12)OC1=CC=C(C=C1)OCCCN1CCOCC1)C(=O)N